(E)-N-(2-butoxyphenyl)-3-(2,2-difluorobenzo[d][1,3]dioxol-5-yl)-N-methylacrylamide C(CCC)OC1=C(C=CC=C1)N(C(\C=C\C1=CC2=C(OC(O2)(F)F)C=C1)=O)C